CN1N=NC2=C1C=CC(=C2)CNC(=O)[C@H]2N(C[C@@H](C2)CC2=CC=NC=C2)C([C@@H](CCC(N2CCCC2)=O)N)=O (2S,4R)-1-((R)-2-amino-5-oxo-5-pyrrolidin-1-yl-pentanoyl)-4-pyridin-4-ylmethyl-pyrrolidine-2-carboxylic acid (1-methyl-1H-benzotriazol-5-ylmethyl)-amide